ClC=1C=C2C(N(C(=NC2=C(C1)[C@H](C)NC1=C(C=CC=C1)S(=O)(=O)C)N1CCOCC1)C)=O (S)-6-chloro-3-methyl-8-(1-((2-(methylsulfonyl)phenyl)amino)ethyl)-2-morpholinoquinazolin-4(3H)-one